O=C1NC(CCC1C(C(O)=O)CCCC(C)C)=O 2-(2,6-dioxopiperidin-3-yl)-1-oxoisooctanol